(5-(2,2,2-trifluoroethyl)-4,5,6,7-tetrahydropyrazolo[1,5-a]pyrazin-2-yl)methyl 1H-imidazole-1-carboxylate N1(C=NC=C1)C(=O)OCC1=NN2C(CN(CC2)CC(F)(F)F)=C1